chloromethyl-(t-butoxycarbonyl)-L-valine ClCN([C@@H](C(C)C)C(=O)O)C(=O)OC(C)(C)C